ClC1=C(C(=O)C2=CNC=3N=CN=C(C32)N[C@H]3CN(CCC3)C(CCCN3CCN(CC3)C=3C=C2CN(C(C2=CC3)=O)[C@@H]3C(NC(CC3)=O)=O)=O)C=CC(=C1)OC1=CC=CC=C1 (S)-3-(5-(4-(4-((R)-3-((5-(2-chloro-4-phenoxybenzoyl)-7H-pyrrolo[2,3-d]pyrimidin-4-yl)amino)piperidin-1-yl)-4-oxobutyl)piperazin-1-yl)-1-oxoisoindolin-2-yl)piperidine-2,6-dione